3-trans-5-chloro-N-(4-((2-(4-chloro-3-fluorophenoxy)acetamido)methyl)cyclohexyl)benzofuran-2-carboxamide ClC=1C=CC2=C(C=C(O2)C(=O)NC2CCC(CC2)CNC(COC2=CC(=C(C=C2)Cl)F)=O)C1